FC=1C=C(CNC(OC(C)(C)C)=O)C=C(C1)C=1OC=CC1 tert-Butyl 3-fluoro-5-(furan-2-yl)benzylcarbamate